N[C@H](CCCCNC(OC(C)(C)C)=O)C(=O)NCCCN=[N+]=[N-] tert-butyl (R)-(5-amino-6-((3-azidopropyl)amino)-6-oxohexyl)carbamate